C(C)(=O)C1=CC=2NC3=CC=CC=C3C2C=C1 2-Acetylcarbazole